C(CCC)N1CC(=C[C@H](C1)C)C1=CNC2=NC=CC=C21 (R)-3-(1-butyl-5-methyl-1,2,5,6-tetrahydropyridin-3-yl)-1H-pyrrolo[2,3-b]pyridine